[2H]C(CCCCC(=O)OC)(O)[2H] methyl 6,6-dideuterio-6-hydroxy-hexanoate